1-[4-(3,8,9,10-tetrahydrocyclohepta[e]indazol-6-yl)phenyl]piperidine-4-carbaldehyde C1=NNC=2C=CC3=C(C12)CCCC=C3C3=CC=C(C=C3)N3CCC(CC3)C=O